CC1=NC=2C(=NC(=CC2)C2=CC=NC=C2)N1C1=CC=C(C=C1)CN1CCN(CC1)C1COC1 2-methyl-3-(4-((4-(oxetan-3-yl)piperazin-1-yl)methyl)phenyl)-5-(pyridin-4-yl)-3H-imidazo[4,5-b]pyridine